CC[C@H](C)[C@@H](C(=O)O)NC(=O)[C@H](CC1=CN=CN1)N The molecule is a dipeptide obtained by formal condensation of the carboxy group of L-histidine with the amino group of L-isoleucine. It derives from a L-histidine and a L-isoleucine.